4-(isopropylamino)-N-(3-(methylsulfonyl)propyl)-6-(1H-pyrazol-4-yl)quinoline-3-carboxamide C(C)(C)NC1=C(C=NC2=CC=C(C=C12)C=1C=NNC1)C(=O)NCCCS(=O)(=O)C